1-((8-chloro-3,4-dihydroisoquinolin-2(1H)-yl)sulfonyl)-3-methyl-1H-imidazol-3-ium ClC=1C=CC=C2CCN(CC12)S(=O)(=O)N1C=[N+](C=C1)C